N-(6-fluoroquinolin-8-yl)-2-(trifluoromethyl)thiazole-4-carboxamide FC=1C=C2C=CC=NC2=C(C1)NC(=O)C=1N=C(SC1)C(F)(F)F